1-(4-bromo-2,6-dimethylphenyl)-4-(trifluoromethyl)-1H-pyrazole BrC1=CC(=C(C(=C1)C)N1N=CC(=C1)C(F)(F)F)C